C(#N)C1=C(OC=2C(=C3C(N(C=NC3=CC2)[C@@H]2COC3(C2)CCN(CC3)C(=O)OC(C)(C)C)=O)F)C(=CC=C1NS(N(C)CC)(=O)=O)F tert-butyl (S)-3-(6-(2-cyano-3-((N-ethyl-N-methylsulfamoyl)amino)-6-fluorophenoxy)-5-fluoro-4-oxoquinazolin-3(4H)-yl)-1-oxa-8-azaspiro[4.5]decane-8-carboxylate